3-(7-iodo-3-(tetrahydro-2H-pyran-2-yl)-3H-imidazo[4,5-b]Pyridin-5-yl)-2-methylbenzonitrile IC1=C2C(=NC(=C1)C=1C(=C(C#N)C=CC1)C)N(C=N2)C2OCCCC2